FC=1C=C(C=C(C1)F)C1=NC2=CC(=C(C=C2C(=N1)NC1=NNC(=C1)CC)OC)OCCCN1CCCC1 2-(3,5-difluorophenyl)-N-(5-ethyl-1H-pyrazol-3-yl)-6-methoxy-7-(3-(pyrrolidin-1-yl)propoxy)quinazolin-4-amine